3-(3-(3-Cyanophenyl)-1H-pyrazol-5-yl)pyrrolidine-1-carbonitrile C(#N)C=1C=C(C=CC1)C1=NNC(=C1)C1CN(CC1)C#N